N-{[4-(1-methyl-1H-pyrazol-4-yl)phenyl]methyl}-6-(7-{[1-(oxetan-3-yl)azetidin-3-yl]methoxy}imidazo[1,2-a]pyridin-3-yl)pyrimidin-4-amine CN1N=CC(=C1)C1=CC=C(C=C1)CNC1=NC=NC(=C1)C1=CN=C2N1C=CC(=C2)OCC2CN(C2)C2COC2